N-(4-cyanophenyl)-3-(N-(4-methoxyphenyl)sulfamoyl)benzamide C(#N)C1=CC=C(C=C1)NC(C1=CC(=CC=C1)S(NC1=CC=C(C=C1)OC)(=O)=O)=O